5-acetyl-2-methyl-6-oxo-N,1-di-o-tolyl-1,6-dihydropyridine-3-carboxamide C(C)(=O)C1=CC(=C(N(C1=O)C1=C(C=CC=C1)C)C)C(=O)NC1=C(C=CC=C1)C